ClC=1C2=C(N=CN1)N(C=C2)[C@@H]2O[C@@H]([C@@]1([C@H]2OC(O1)(C)C)C)[C@H](O)C1=CC(=C(C=C1)Cl)Cl (R)-((3aR,4R,6R,6aR)-6-(4-chloro-7H-pyrrolo[2,3-d]pyrimidin-7-yl)-2,2,3a-trimethyltetrahydrofuro[3,4-d][1,3]dioxol-4-yl)(3,4-dichlorophenyl)methanol